3,3'-ethylenebis{1-[3-(triethoxysilyl)propyl]-5-ethyl-1,2,4-triazole} C(CC1=NN(C(=N1)CC)CCC[Si](OCC)(OCC)OCC)C1=NN(C(=N1)CC)CCC[Si](OCC)(OCC)OCC